2-amino-4-dimethylamino-6-pentadecafluoroheptyl-1,3,5-triazine NC1=NC(=NC(=N1)N(C)C)C(C(C(C(C(C(C(F)(F)F)(F)F)(F)F)(F)F)(F)F)(F)F)(F)F